C(C)(C)(C)OC(=O)N1CCC(CC1)NC=1N=CC2=C(N1)N(C(C(=C2C)Br)=O)C2CCCC2 4-((6-bromo-8-cyclopentyl-5-methyl-7-oxo-7,8-dihydropyrido[2,3-d]pyrimidin-2-yl)amino)piperidine-1-carboxylic acid tert-butyl ester